(2s,4s)-2-(4-(2,5-dimethylphenyl)piperidine-1-carbonyl)-7-oxa-5-azaspiro[3.4]Octane-6-one CC1=C(C=C(C=C1)C)C1CCN(CC1)C(=O)C1CC2(C1)NC(OC2)=O